ClC=1C(=NC(=NC1)NC1CCOCC1)C1=CC=C2CN(C(C2=C1)=O)[C@@H](C(=O)N[C@H](CO)C1=NC=C(C=C1F)F)C (2R)-2-(6-{5-chloro-2-[(oxacyclohex-4-yl)amino]pyrimidin-4-yl}-1-oxo-2,3-dihydro-1H-isoindol-2-yl)-N-[(1S)-1-(3,5-difluoropyridin-2-yl)-2-hydroxyethyl]propionamide